tert-butyl N-(2-cyanoallyl)-N-[2-(difluoromethoxy)-7-(4,4,5,5-tetramethyl-1,3,2-dioxaborolan-2-yl)-1-naphthyl]carbamate C(#N)C(CN(C(OC(C)(C)C)=O)C1=C(C=CC2=CC=C(C=C12)B1OC(C(O1)(C)C)(C)C)OC(F)F)=C